C(=O)N1CCNCC1 1-formylpiperazine